OC1=CC=C2C=C(C(OC2=C1CN1CCNCC1)=O)C(=O)O 7-hydroxy-8-piperazinylmethyl-coumarin-3-carboxylic acid